FC1=CC(=C(C(=C1)C(C)C)CC(=O)OC(C)(C)C)C1=CC(=NC=C1)F tert-Butyl 2-(4-fluoro-2-(2-fluoropyridin-4-yl)-6-isopropylphenyl)acetate